FC1=CC=C(C=C1)N1C=CC2=CC=C(C=C12)C(=O)O 1-(4-fluorophenyl)-1H-indole-6-carboxylic acid